C(C)(C)(C)C1(CC=CC(=C1O)C(C)(C)C)CN(C)C 2,6-di-tert-butyl-α-dimethylamino-cresol